tert-butyl ((2S)-1-amino-1-oxo-3-(2-oxoindol-3-yl)propan-2-yl)carbamate NC([C@H](CC=1C(N=C2C=CC=CC12)=O)NC(OC(C)(C)C)=O)=O